ClC=1C=C(C=CC1C=1N(C2=NC=NC(=C2N1)OC1(CC1)C)CC1=C(C=CC(=C1)Cl)OC)CCC[C@H](C(=O)O)C |r| (racemic)-5-(3-chloro-4-(9-(5-chloro-2-methoxybenzyl)-6-(1-methylcyclopropoxy)-9H-purin-8-yl)phenyl)-2-methylpentanoic acid